C(C)(C)(C)OC(=O)N1C(CNCC1)C1=CC=C(C=C1)C1=CC=2N(N=C1C)C=CN2 (4-(6-methylimidazo[1,2-b]pyridazin-7-yl)phenyl)piperazine-1-carboxylic acid tert-butyl ester